2-((2-nitrobenzyl)oxy)propan-2-d-oic acid [N+](=O)([O-])C1=C(COC(C(=O)O)(C)[2H])C=CC=C1